N1(CCC1)C[C@H]([C@H](O)C1=CC(=C(C=C1)OC1COC1)Cl)NC(=O)[C@H]1CN(CC1)C1=CC2=CC=C(C=C2C=C1)F (R)-N-((1R,2R)-3-(azetidin-1-yl)-1-(3-chloro-4-(oxetan-3-yloxy)phenyl)-1-hydroxypropan-2-yl)-1-(6-fluoronaphthalen-2-yl)pyrrolidine-3-carboxamide